9,9-dipropyloxy-2-nonanol C(CC)OC(CCCCCCC(C)O)OCCC